tert-butyl 2-[2-[2-[2-[2-[2-(2-prop-2-ynoxyethoxy)ethoxy]ethoxy]ethoxy]ethoxy]ethoxy]acetate C(C#C)OCCOCCOCCOCCOCCOCCOCC(=O)OC(C)(C)C